C1(C(CCCC1)=O)=O 1,2-cyclohexanedione